(trans)-2-[[2-[(7-chloro-1-hydroxy-3H-2,1-benzoxaborol-5-yl)amino]-5-methyl-pyrimidin-4-yl]amino]cyclohexanecarbonitrile ClC1=CC(=CC=2COB(C21)O)NC2=NC=C(C(=N2)N[C@H]2[C@@H](CCCC2)C#N)C